amino-pyridine-2,6-dicarboxylic acid NC=1C(=NC(=CC1)C(=O)O)C(=O)O